3,4-dimethyl-phenylboronic acid CC=1C=C(C=CC1C)B(O)O